C(C)C1=CC=C(C=CCCCC)C=C1 p-1-ethyl-butyl-styrene